N-(2-((5-bromo-2-((4-(4-(dimethoxymethyl)piperidin-1-yl)-2-methoxy-5-(1H-pyrazol-4-yl)phenyl)amino)pyrimidin-4-yl)amino)-5-hydroxyphenyl)-N-cyclopropylmethanesulfonamide BrC=1C(=NC(=NC1)NC1=C(C=C(C(=C1)C=1C=NNC1)N1CCC(CC1)C(OC)OC)OC)NC1=C(C=C(C=C1)O)N(S(=O)(=O)C)C1CC1